[N+](=O)([O-])C1=CC=C(C=C1)C(C1=CNC2=CC=CC=C12)C1=CNC2=CC=CC=C12 3,3'-((4-nitrophenyl)methylene)bis(1H-indole)